ethyl 6-[4-[3-(cyclobutylamino)-2-pyridyl]piperazin-1-yl]-2-azaspiro-[3.4]octane-2-carboxylate C1(CCC1)NC=1C(=NC=CC1)N1CCN(CC1)C1CC2(CN(C2)C(=O)OCC)CC1